1,3,5-trimethyl-1,3,5-trimethoxytrisiloxane C[SiH](O[Si](O[SiH](OC)C)(OC)C)OC